2-((5-(2,2-difluoro-7-((5-methoxy-7-methyl-1H-indol-4-yl)methyl)-7-azaspiro[3.5]nonan-6-yl)-3-fluoropyridin-2-yl)oxy)acetic acid FC1(CC2(C1)CC(N(CC2)CC2=C1C=CNC1=C(C=C2OC)C)C=2C=C(C(=NC2)OCC(=O)O)F)F